tert-butyl (1-((4-(6-(5-fluoropyridin-3-yl)pyrazin-2-yl)benzamido)methyl)cyclobutyl)carbamate FC=1C=C(C=NC1)C1=CN=CC(=N1)C1=CC=C(C(=O)NCC2(CCC2)NC(OC(C)(C)C)=O)C=C1